ethyl (±)-(4R)-2-(2,4-dimethyl-3-cyclohexenyl)thiazolidine-4-carboxylate CC1C(CCC(=C1)C)C1SC[C@H](N1)C(=O)OCC